2-(1-Diphenylmethylazetidin-3-ylidene)pentanoic acid ethyl ester C(C)OC(C(CCC)=C1CN(C1)C(C1=CC=CC=C1)C1=CC=CC=C1)=O